(7R*)-4-[5-(2-ethoxy-5-fluoropyridin-4-yl)-1H-pyrazole-3-carbonyl]-N-[(1r,4r)-4-methoxy-4-(trifluoromethyl)cyclohexyl]-4-azaspiro[2.5]octane-7-carboxamide C(C)OC1=NC=C(C(=C1)C1=CC(=NN1)C(=O)N1C2(CC2)C[C@@H](CC1)C(=O)NC1CCC(CC1)(C(F)(F)F)OC)F |o1:21|